4-bromo-5-chloro-1,3-dihydro-2H-inden-2-one BrC1=C2CC(CC2=CC=C1Cl)=O